(Z)-methyl 2-(5-cyclohexyl-2-methyl-phenoxy)-3-methoxy-prop-2-enoate C1(CCCCC1)C=1C=CC(=C(O\C(\C(=O)OC)=C/OC)C1)C